Tartaric acid disodium salt dihydrate O.O.[Na+].[Na+].C(C(O)C(O)C(=O)[O-])(=O)[O-]